NC1=CC=C(C(=C1C=O)Cl)OC 6-amino-2-chloro-3-methoxybenzaldehyde